2-(6-(6-((6-methoxypyridin-3-yl)methyl)-3,6-diazabicyclo[3.1.1]heptan-3-yl)pyridine-3-yl)-N-(5-methyl-1H-pyrazol-3-yl)quinazolin-4-amine COC1=CC=C(C=N1)CN1C2CN(CC1C2)C2=CC=C(C=N2)C2=NC1=CC=CC=C1C(=N2)NC2=NNC(=C2)C